FC(CN1CCC(CC1)=O)F 1-(2,2-difluoro-ethyl)piperidin-4-one